ClC1=NC(=NC(=N1)N(CCCC)CCCC)N(CCCC)CCCC 2-chloro-4,6-bis(Dibutylamino)-s-triazine